FC1=C(OC2(CCN(CC2)C(=O)OC(C)(C)C)COS(=O)(=O)C)C=CC(=C1)F tert-butyl 4-(2,4-difluorophenoxy)-4-(((methylsulfonyl)oxy)methyl)piperidine-1-carboxylate